ClC=1C=C(C=CC1F)[C@H](NC(=O)N1CC(NCC1)=O)C1=NC(=CC=C1)C(F)(F)F N-((S)-(3-chloro-4-fluorophenyl)(6-(trifluoromethyl)pyridin-2-yl)methyl)-3-oxopiperazine-1-carboxamide